C(ONC(=O)N)([O-])=O ureido carbonate